CC1=C(C(=C(C1[Si](C)(C)[Zr]C1C(=CC2=C(C=3CCCC3C=C12)C1=CC(=CC(=C1)C(F)(F)F)C(F)(F)F)C)C)C)C tetramethylcyclopentadienyl-dimethylsilyl-(2-methyl-4-(3,5-di-trifluoromethylphenyl)-1,5,6,7-tetrahydro-s-indacen-1-yl)zirconium